(R)-(7-Ethoxy-1H-benzo[d]imidazol-2-yl)(5-methyl-7,8-dihydro-1,6-naphthyridin-6(5H)-yl)methanone C(C)OC1=CC=CC2=C1NC(=N2)C(=O)N2[C@@H](C=1C=CC=NC1CC2)C